C(C)OP(=O)(OCC)CCCCCCCCCCC[N+](CCCS(=O)(=O)[O-])(C)C 3-((11-(diethoxyphosphoryl)undecyl)dimethylammonio)propane-1-sulfonate